[NH4+].P(=O)(OC(N)=O)(OCC)[O-] carbamoyl ethyl phosphate ammonium salt